S(=O)(=O)(O)O.C(C1=CC=CC=C1)NC=1C2=C(N=C(N1)N1C(=CC=3C(=CC=CC13)C(=O)N)C)NCCC2 1-(4-(benzylamino)-5,6,7,8-tetrahydropyrido[2,3-d]pyrimidin-2-yl)-2-methyl-1H-indole-4-carboxamide sulfate